C(C)(C)(C)OC(=O)N1C(C(CC1)O)CC1=C(C(=CC=C1)Br)F 2-[(3-bromo-2-fluorophenyl)methyl]-3-hydroxypyrrolidine-1-carboxylic acid tert-butyl ester